C(C1=CC=CC=C1)OC(=O)N1[C@H]2CN(C[C@@H]1CC2)C=2C1=C(N=C(N2)Cl)CN(CC1)C(=O)OC(C)(C)C tert-butyl 4-((1R,5S)-8-((benzyloxy) carbonyl)-3,8-diazabicyclo[3.2.1]octan-3-yl)-2-chloro-5,8-dihydropyrido[3,4-d]pyrimidine-7(6H)-carboxylate